2-methyl-4,4-dihydroxymethyl-4,5-dihydro-oxazole CC=1OCC(N1)(CO)CO